N-{4-[(2S)-2,3-dihydro-1,4-benzodioxin-2-yl]benzyl}propan-1-amine O1[C@H](COC2=C1C=CC=C2)C2=CC=C(CNCCC)C=C2